1-[(2-chlorophenyl)methyl]-5-[2-[2-(2-methylpropyl)pyrrolidin-1-yl]-2-oxoethyl]pyrrolidin-2-on ClC1=C(C=CC=C1)CN1C(CCC1CC(=O)N1C(CCC1)CC(C)C)=O